C(C)(C)(C)OC(=O)N1CCN(CCC1)CC=1C=2N(C=C(N1)C=1C=NN(C1)C)N=CC2.CC2=NN(C=C2)C2=CC=C(C=C2)N methyl-1-(4-aminophenyl)-1H-pyrazole tert-butyl-4-((6-(1-methyl-1H-pyrazol-4-yl)pyrazolo[1,5-a]pyrazin-4-yl)methyl)-1,4-diazepane-1-carboxylate